C1=CC=CC2=CC3=CC4=CC5=CC6=CC7=CC8=CC9=CC%10=CC%11=CC%12=CC=CC=C%12C=C%11C=C%10C=C9C=C8C=C7C=C6C=C5C=C4C=C3C=C12 dodecacene